2,2-bis[4-(glycidyloxy)phenyl]propane C(C1CO1)OC1=CC=C(C=C1)C(C)(C)C1=CC=C(C=C1)OCC1CO1